CON(C(=O)C12CC(C1)(C2)C(=O)OC)C methyl 3-[methoxy(methyl)carbamoyl]bicyclo[1.1.1]pentane-1-carboxylate